triethylenetetramine dihydrochloride salt Cl.Cl.NCCNCCNCCN